C(OC1=C(CN[C@@H]2[C@@H](NCCC2)C2=CC=CC=C2)C=C(C=C1)S(F)(F)(F)(F)F)([2H])([2H])[2H] (2S,3S)-N-(2-(methoxy-d3)-5-(pentafluorosulfanyl)benzyl)-2-phenylpiperidin-3-amine